FC1(CNCCC1CN1C[C@@H]2CNC=3N=NC(=CC3N2CC1)C1=C(C=CC=C1)O)F 2-[(10S)-12-[(3,3-Difluoropiperidin-4-yl)methyl]-1,5,6,8,12-pentazatricyclo[8.4.0.02,7]tetradeca-2(7),3,5-trien-4-yl]phenol